FC1=CC=C(C=C1)SC1C[C@@H]2[C@@H](CN(C2)CC(=O)C2=CC=C(C=C2)O)C1 2-((3aR,5s,6aS)-5-((4-fluorophenyl)thio)hexahydro-cyclopenta[c]pyrrol-2(1H)-yl)-1-(4-hydroxy-phenyl)ethanone